6-ethyl-N-(1-ethylpiperidin-4-yl)-7-methoxy-1,2,3,4-tetrahydroacridin-9-amine C(C)C=1C=C2N=C3CCCCC3=C(C2=CC1OC)NC1CCN(CC1)CC